(R)-(1-(6-Boc-1-(4-cyanomethylpiperidin-1-yl)-1,6-dihydroimidazo[4,5-d]pyrrolo[2,3-b]pyridin-2-yl)ethoxy)methyl monomethyl fumarate C(\C=C\C(=O)OC)(=O)OCO[C@H](C)C1=NC=2C(=C3C(=NC2)N(C=C3)C(=O)OC(C)(C)C)N1N1CCC(CC1)CC#N